tetrahydropyrido[4,3-b]indole-3-carboxylic acid C1NC(CC=2NC=3C=CC=CC3C21)C(=O)O